2-cyclopropyl-4-[(3,5-dimethoxyphenyl)methyl]-7,8-dihydro-6H-pyrazolo[1,5-a][1,3]diazepin-5-one C1(CC1)C1=NN2C(N(C(CCC2)=O)CC2=CC(=CC(=C2)OC)OC)=C1